C(=CC)P(=O)(O)OP(=O)O propenyl-diphosphonic acid